(2S,3S,4R,5R)-5-(2-(5-chloropyridin-3-yl)-6-((2-fluoro-5-methylbenzyl)amino)-9H-purin-9-yl)-3,4-dihydroxyl-N-vinyltetrahydrofuran-2-formamide ClC=1C=C(C=NC1)C1=NC(=C2N=CN(C2=N1)[C@H]1[C@@H]([C@@H]([C@H](O1)C(=O)NC=C)O)O)NCC1=C(C=CC(=C1)C)F